(R)-N-(1-(azetidin-1-ylmethyl)cyclopropyl)-2-(4-chlorophenyl)-2-fluoropropanamide N1(CCC1)CC1(CC1)NC([C@](C)(F)C1=CC=C(C=C1)Cl)=O